C(C)(C)(C)[Si](OCCN1CC2=CC(=CC=C2CC1)N)(C)C 2-(2-(tert-butyldimethyl-siloxy)ethyl)-1,2,3,4-tetrahydroisoquinolin-7-amine